ClC1=CC=C(C=C1)CC(N)=N 2-(4-chlorophenyl)acetimidamide